C(C1=CC=CC=C1)OC1=C(N=CC2=CC(=CC=C12)C1=CC(=CC=C1)Cl)C(=O)O 4-(Benzyloxy)-7-(3-chlorophenyl)isoquinoline-3-carboxylic acid